FC1=C(CN2[C@@H](CCC2=S)CC(=O)N[C@@H](C(C)C)C(=O)OCC=C)C=CC=C1F Allyl (2-((S)-1-(2,3-difluorobenzyl)-5-thioxopyrrolidin-2-yl)acetyl)-L-valinate